3-(2-(5-(4-fluorobenzylidene)-3-(3-isopropylphenyl)-4-oxothiazolidine-2-ylidene)hydrazono)-5-bromoindol-2-one FC1=CC=C(C=C2C(N(C(S2)=NN=C2C(NC3=CC=C(C=C23)Br)=O)C2=CC(=CC=C2)C(C)C)=O)C=C1